CC1=C(C2=NC=CC=C2N1C1=CC=C(C#N)C=C1)C(CN1CCCCC1)=O 4-(2-methyl-3-(2-(piperidin-1-yl)acetyl)-1H-pyrrolo[3,2-b]pyridin-1-yl)benzonitrile